C(C1=CC=CC=C1)N1[C@@H](C[C@H](C1)OS(=O)(=O)C)C(=O)OC methyl (2S,4R)-1-benzyl-4-((methylsulfonyl)oxy)pyrrolidine-2-carboxylate